C(CCC)N Z-butylamine